platinum-nickel-cobalt-ruthenium [Ru].[Co].[Ni].[Pt]